benzyl-2-chloro-N-(2-chloroethyl)ethan-1-amine C(C1=CC=CC=C1)C(CCl)NCCCl